C(#N)C=1C2=C(C(=NC1N1[C@H](CC1)C)N1C[C@H]3C([C@@H](C1)C3)CC(=O)O)CCC2 2-((1r,5s,6r)-3-(4-cyano-3-((S)-2-methylazetidin-1-yl)-6,7-dihydro-5H-cyclopenta[c]pyridin-1-yl)-3-azabicyclo[3.1.1]heptan-6-yl)acetic acid